1,3,5-trimethyl-1H-pyrazole-4-carboxylic acid CN1N=C(C(=C1C)C(=O)O)C